[C@@H]12NC[C@@H]([C@@H](C1)OCC=1C(=NOC1C1CC1)C1=C(C=CC=C1Cl)Cl)CC2 4-((((1S,4S,5R)-2-azabicyclo[2.2.2]oct-5-yl)oxy)methyl)-5-cyclopropyl-3-(2,6-dichlorophenyl)isoxazole